6-chloroimidazo[1,2-b]pyridazine-3-carboxylic acid ClC=1C=CC=2N(N1)C(=CN2)C(=O)O